CC1=C(C=CC(=C1)S(=O)(=O)C)[C@@H]1N(CCCCC1)C=O |r| (+-)-2-(2-methyl-4-(methylsulfonyl)phenyl)azepane-1-carbaldehyde